1-[4-(dimethylaminomethyldimethoxysilyl)phenyl]-1-phenylethylene CN(C)C[Si](C1=CC=C(C=C1)C(=C)C1=CC=CC=C1)(OC)OC